2-chloro-4-(S-(7-(2-chlorophenylsulfonyl)-2,7-diazaspiro[3.5]nonan-2-yl)-1,3,4-thiadiazol-2-yl)-N,N-dimethylbenzamide ClC1=C(C(=O)N(C)C)C=CC(=C1)C=1S(C=NN1)N1CC2(C1)CCN(CC2)S(=O)(=O)C2=C(C=CC=C2)Cl